N-[2-(1H-indol-4-yl)ethyl]-4-{[(1H-benzimidazol-2-yl)thio]acetamido}benzamide N1C=CC2=C(C=CC=C12)CCNC(C1=CC=C(C=C1)NC(CSC1=NC2=C(N1)C=CC=C2)=O)=O